heptenedioic anhydride C1(C=CCCCC(=O)O1)=O